CNC(O[C@@H]1CC[C@H](CC1)C(N(C[C@@H]1CC[C@H](CC1)C1=NC(=C(C=C1)OC)C)C1=CC(=CC=C1)C=1C=NN(C1)C(C)(C)C)=O)=O trans-4-((3-(1-(tert-Butyl)-1H-pyrazol-4-yl)phenyl)((trans-4-(5-methoxy-6-methylpyridin-2-yl)cyclohexyl)methyl) carbamoyl)cyclohexyl methylcarbamate